C(C)(=O)C1=C(C=C(C=C1)Cl)C=1C(=NN(C(C1)=O)[C@H](C(=O)NC1=CC=C(C(=O)OC(C)(C)C)C=C1)CC1=CC=CC=C1)OCC=C tert-butyl (S)-4-(2-(4-(2-acetyl-5-chlorophenyl)-3-(allyloxy)-6-oxopyridazine-1(6H)-yl)-3-phenylpropanamido)benzoate